dimethyl-ethoxy(2-isopropenylphenyl)silane C[Si](C1=C(C=CC=C1)C(=C)C)(OCC)C